N1=C(N2C=CC=C3CCCC1=C23)C(C)(C)NC(=O)C2C3CNCC23C N-(2-(8,9-dihydro-7H-imidazo[4,5,1-ij]quinolin-2-yl)propan-2-yl)-1-methyl-3-azabicyclo[3.1.0]hexane-6-carboxamide